rac-6-((1-(3-(Methyl(3-oxo-4-(trifluoromethyl)-3,5,6,7-tetrahydro-2H-cyclopenta[c]pyridazin-7-yl)amino)propanoyl)azetidin-3-yl)amino)nicotinonitrile CN(CCC(=O)N1CC(C1)NC1=NC=C(C#N)C=C1)[C@@H]1CCC=2C1=NNC(C2C(F)(F)F)=O |r|